(2-chloroimidazo[1,5-b]pyridazin-4-yl)-2-(methylsulfonyl)acetic acid methyl ester COC(C(S(=O)(=O)C)C=1C=2N(N=C(C1)Cl)C=NC2)=O